BrC=1C=C(C=CC1F)NC(=NO)C1=NON=C1SC1CCN(CC1)S(N)(=O)=O N-(3-bromo-4-fluorophenyl)-N'-hydroxy-4-((1-sulfamoylpiperidin-4-yl)thio)-1,2,5-oxadiazole-3-carboxamidine